CC1(OB(OC1(C)C)C1=CC=C(C=C1)C=1C=C2C=C3C=CC=CC3=CC2=CC1)C 6-(4-(4,4,5,5-tetramethyl-1,3,2-dioxaborolan-2-yl)phenyl)anthracene